5-fluoro-8-(4-fluorophenyl)-9-(2-butyl-4-oxo-1,3-diazaspiro-[4.4]non-1-en-3-yl)-8,9-dihydro-2H-pyrido[4,3,2-de]phthalazin-3(7H)-one FC=1C=C2C=3C(=NNC(C3C1)=O)C(C(N2)C2=CC=C(C=C2)F)N2C(=NC1(C2=O)CCCC1)CCCC